bromo-4-methoxy-2-(4-chlorophenyl)-pyrazolo[1,5-a]pyridine BrC=1C(=NN2C1C(=CC=C2)OC)C2=CC=C(C=C2)Cl